7-(3,5-dimethylisoxazol-4-yl)-6-methoxy-4-oxo-3,4-dihydroquinoline-1(2H)-carboxylic acid tert-butyl ester C(C)(C)(C)OC(=O)N1CCC(C2=CC(=C(C=C12)C=1C(=NOC1C)C)OC)=O